4-hydroxy-2-(naphthalen-2-ylmethyl)-9H-pyrido[2',3':4,5]Pyrrolo[2,3-d]Pyrimidine-7-carboxylic acid methyl ester COC(=O)C1=CC2=C(C3=C(N=C(N=C3O)CC3=CC4=CC=CC=C4C=C3)N2)N=C1